2-{6-[(3S)-(tert-butylamino)pyrrolidin-1-yl]pyridazin-3-yl}-5-(1H-pyrazol-4-yl)pyridin-3-ol C(C)(C)(C)NC1N(CCC1)C1=CC=C(N=N1)C1=NC=C(C=C1O)C=1C=NNC1